1-(3-bromophenyl)imidazole-2-carbohydrazide BrC=1C=C(C=CC1)N1C(=NC=C1)C(=O)NN